2-(3-bromo-2-methylphenyl)thiazole-5-carbaldehyde BrC=1C(=C(C=CC1)C=1SC(=CN1)C=O)C